COC(C(F)(F)C=1C(=CC=C2C=C(C=NC12)Cl)Cl)=O 2-(3,7-dichloro-8-quinolinyl)-2,2-difluoro-acetic acid methyl ester